(S)-4-amino-5-oxo-5-(((1-(2-oxo-2-((6-(trifluoromethoxy)benzo[d]thiazol-2-yl)amino)ethyl)cyclohexyl)methyl)amino)pentanoic acid N[C@@H](CCC(=O)O)C(NCC1(CCCCC1)CC(NC=1SC2=C(N1)C=CC(=C2)OC(F)(F)F)=O)=O